COC=1C(=C2C=NC(NC2=CC1)=O)C 6-methoxy-5-methyl-2-oxo-1,2-dihydroquinazolin